3-chloro-6-[2-(dimethylphosphoryl)pyrimidin-5-yl]-7-fluoro-2-methyl-N-[(1S)-2,2,2-trifluoro-1-(2-fluorophenyl)ethyl]-1,5-naphthyridin-4-amine ClC=1C(=NC2=CC(=C(N=C2C1N[C@H](C(F)(F)F)C1=C(C=CC=C1)F)C=1C=NC(=NC1)P(=O)(C)C)F)C